2,4-dicarboxy-3-isobutylglutaric acid C(=O)(O)C(C(=O)O)C(C(C(=O)O)C(=O)O)CC(C)C